C(C)OC(C1=C(C=CC=C1)OC1C(C1)(F)F)=O 2-(2,2-Difluorocyclopropyloxy)benzoic acid ethyl ester